N(=[N+]=[N-])CC1=CNC2=CC=C(C=C12)OC1CCCC1 3-(azidomethyl)-5-(cyclopentyloxy)-1H-indole